3,5-dichloro-N-(2,2,3,3-tetramethylbutyl)aniline ClC=1C=C(NCC(C(C)(C)C)(C)C)C=C(C1)Cl